NC1=NC=2C=NC(=CC2C2=C1[C@H](OC2)C)C(=O)N2[C@@H](COCC2)C2=NC=C(C=C2)C(F)(F)F ((3R)-4-amino-3-methyl-1,3-dihydrofuro[3,4-c][1,7]naphthyridin-8-yl)((3R)-3-(5-(trifluoromethyl)-2-pyridinyl)-4-morpholinyl)methanone